FC=1C=C(C=CC1C1=C(C=NC=C1)C)C1=NNC(OC1)=O 5-[3-fluoro-4-(3-methylpyridin-4-yl)phenyl]-3,6-dihydro-2H-1,3,4-oxadiazin-2-one